[O-2].[V+2] Vanadium(II)-oxid